2-(4-((5-fluoro-4-(isopropyl(4-(trifluoromethyl)benzyl)amino)-7H-pyrrolo[2,3-d]pyrimidin-7-yl)methyl)-3-hydroxypiperidin-1-yl)acetamide FC1=CN(C=2N=CN=C(C21)N(CC2=CC=C(C=C2)C(F)(F)F)C(C)C)CC2C(CN(CC2)CC(=O)N)O